2-chloro-4-(methoxyl)benzaldehyde ClC1=C(C=O)C=CC(=C1)OC